C(C)C=1C(=NC2=CC=C(C=C2C1C1=CC=CC=C1)Cl)Cl ethyl-2,6-dichloro-4-phenylquinoline